7-chloro-1-(2-fluorophenyl)pyrido[2,3-d]pyrimidine-2,4(1H,3H)-dione ClC=1C=CC2=C(N(C(NC2=O)=O)C2=C(C=CC=C2)F)N1